3-bromothieno[3,2-c]pyridin-4-yl trifluoromethanesulfonate FC(S(=O)(=O)OC1=NC=CC2=C1C(=CS2)Br)(F)F